FC1(C(C1NC(=O)C=1C=C2C=C(C=NC2=C(C1)OC)C)(O)C1=NC(=C(C(=C1)C(C)(C)O)F)C1=CC=C(C=C1)F)F (+)-N-{3,3-difluoro-2-[5-fluoro-6-(4-fluorophenyl)-4-(2-hydroxyprop-2-yl)pyridin-2-yl]-2-hydroxyCyclopropyl}-8-methoxy-3-methylquinoline-6-carboxamide